(6r,7as)-6-fluoro-1-methyl-2-methylenetetrahydro-1H-pyrrolizin F[C@H]1CN2CC(C([C@@H]2C1)C)=C